rac-3-(((1R,2R)-2-((tert-butyldimethylsilyl)oxy)cyclohexyl)amino)-5-fluorobenzonitrile [Si](C)(C)(C(C)(C)C)O[C@H]1[C@@H](CCCC1)NC=1C=C(C#N)C=C(C1)F |r|